tert-butyl (S)-2-(5-aminopyridazin-3-yl)piperidine-1-carboxylate NC=1C=C(N=NC1)[C@H]1N(CCCC1)C(=O)OC(C)(C)C